(3E,5Z,9Z)-16,16-diheptyloxy-3,5,9-hexadecatriene C(CCCCCC)OC(CCCCC\C=C/CC\C=C/C=C/CC)OCCCCCCC